C12C(CC(CC1)CC2)C(C)NS(=O)(=O)C2=C(C(=C(C=C2)NC(C2=C(C=CC=C2)C)=O)C)C N-(4-(N-(1-(bicyclo[2.2.2]oct-2-yl)ethyl)sulfamoyl)-2,3-dimethylphenyl)-2-methylbenzamide